5-(6-(Benzyloxy)-7-(1-methyl-1H-pyrazol-4-yl)imidazo[1,2-b]pyridazin-3-yl)-N-methylnicotinamide C(C1=CC=CC=C1)OC=1C(=CC=2N(N1)C(=CN2)C=2C=NC=C(C(=O)NC)C2)C=2C=NN(C2)C